N-(5-bromo-1,3-benzothiazol-2-yl)-5-methylbicyclo[3.3.1]nonane-1-carboxamide BrC=1C=CC2=C(N=C(S2)NC(=O)C23CCCC(CCC2)(C3)C)C1